O1CCC(=CC1)C1=CC=C(CN2C=CC3=CC(=CC=C23)N2N=C(C=C2C)C(=O)N)C=C1 1-(1-(4-(3,6-Dihydro-2H-pyran-4-yl)benzyl)-1H-indol-5-yl)-5-methyl-1H-pyrazol-3-carboxamid